C(C1=CC=CC=C1)N1[C@@H]2CC[C@H]([C@H](C1)OC1=CC(=CC=C1)OC)C2 (1R,4R,5S)-2-benzyl-4-(m-methoxyphenoxy)-2-azabicyclo[3.2.1]octane